1-(4-chlorophenyl)-1,3-dihydro-2H-cyclopenta[b]Benzofuran-2,2-dicarboxylic acid diethyl ester C(C)OC(=O)C1(C(C2=C(OC3=C2C=CC=C3)C1)C1=CC=C(C=C1)Cl)C(=O)OCC